2-[4-[7-benzyloxy-5-fluoro-6-(1,1,4-trioxo-1,2,5-thiadiazolidin-2-yl)-2-naphthyl]pyrazol-1-yl]acetaldehyde C(C1=CC=CC=C1)OC1=C(C(=C2C=CC(=CC2=C1)C=1C=NN(C1)CC=O)F)N1S(NC(C1)=O)(=O)=O